NC1=NC=NN2C1=C(C(=C2C(C)C)C#CC2CCNCC2)C(=O)NC2=CC=C(C=C2)COC 4-amino-7-isopropyl-N-(4-(methoxymethyl)phenyl)-6-(piperidin-4-ylethynyl)pyrrolo[2,1-f][1,2,4]triazine-5-carboxamide